C(#N)C1=CC2=C(N=C(O2)N2CC3=CC=C(C(=C3CC2C(=O)O)OCC2=CC=C(C=C2)OC)OC)C=C1 2-(6-Cyanobenzo[d]oxazol-2-yl)-6-methoxy-5-((4-methoxybenzyl)oxy)-1,2,3,4-tetrahydroisoquinoline-3-carboxylic acid